NC=1C=2N(C(=CN1)Cl)C(=NC2C2=C(C(=C(C=C2)NC([C@H](O)C2=CC(=CC(=C2)C(F)(F)F)F)=O)F)F)C([2H])([2H])[2H] (R)-N-[4-[8-amino-5-chloro-3-(trideuteriomethyl)imidazo[1,5-a]pyrazin-1-yl]-2,3-difluoro-phenyl]-2-[3-fluoro-5-(trifluoromethyl)phenyl]-2-hydroxy-acetamide